N1=CC=CC2=CC=C3C=CCN(C3=C12)CCO 10-phenanthrolineethanol